FC=1C(=C(C=CC1)C1CCN(CC1)C(=O)C1=NNC2=C1CNCC2)C(F)(F)F 3-(4-(3-fluoro-2-(trifluoromethyl)phenyl)piperidine-1-carbonyl)-1,4,6,7-tetrahydro-5H-pyrazolo[4,3-c]pyridine